C1(CC1)CNCC1=C(C=CC=C1)C1=CC=C(C=C1)C=1C=CC2=C(NC(=N2)C)C1 6-(2'-(((CyclopropylMethyl)amino)Methyl)-[1,1'-Biphenyl]-4-yl)-2-Methyl-1H-benzo[d]Imidazol